9-[4-(1-methylethyl)phenyl]-3,4-dihydropyrido[2,1-c][1,2,4]thiadiazine 2,2-dioxide CC(C)C1=CC=C(C=C1)C1=CC=CN2C1=NS(CC2)(=O)=O